ClC1=BOC=C1 chlorooxaborole